4,4'-dimethyltrityl chloride CC1=CC=C(C(C2=CC=C(C=C2)C)(C2=CC=CC=C2)Cl)C=C1